COC1=CC(=CC(=C1OC)OC)CC=C 3,4,5-trimethoxyallylbenzene